diethyl diazomalonate [N+](=[N-])=C(C(=O)OCC)C(=O)OCC